(R)-8-methylnaringenin CC1=C(C=C(C=2C(C[C@@H](OC12)C1=CC=C(O)C=C1)=O)O)O